C(=O)N1CCC(CC1)C1=CC=C(C=C1)C1=CC(=CC2=CC(=CC=C12)C1=CC=C(C=C1)C(F)(F)F)C(=O)O 4-(4-(1-formylpiperidin-4-yl)phenyl)-7-(4-(trifluoromethyl)phenyl)-2-naphthoic acid